racemic-(3S,4R)-4-(1-methyl-2-oxo-1,2-dihydropyridin-3-yl)pyrrolidine-3-carbonitrile CN1C(C(=CC=C1)[C@H]1[C@@H](CNC1)C#N)=O |r|